C(C)N1CC(=C(C2=CC=C3C(=C12)OC1=C3C=CC=C1)O)C(C(F)(F)F)=O 1-ethyl-4-hydroxy-3-(2,2,2-trifluoroethan-1-on-1-yl)benzofuro[3,2-h]quinolin